(1S,2R,3R,5R)-3-((1,6-diazaspiro[3.3]heptan-1-yl)methyl)-5-(4-(methylamino)-7H-pyrrolo[2,3-d]pyrimidin-7-yl)cyclopentane-1,2-diol N1(CCC12CNC2)C[C@@H]2[C@H]([C@H]([C@@H](C2)N2C=CC1=C2N=CN=C1NC)O)O